6-bromo-4-(fluoromethyl)-3,4-dihydro-2H-isoquinolin-1-one BrC=1C=C2C(CNC(C2=CC1)=O)CF